FC(C1=C2CCNC2=CC=C1)(F)F 4-(trifluoro-methyl)-2,3-dihydro-1H-indole